CCCCCC normal hexane